OC1=C(C=CC=C1)[C@H](C)NC1=CC(N(C(N1)=O)C(C)C)=O (S)-6-((1-(2-hydroxyphenyl)ethyl)amino)-3-isopropylpyrimidine-2,4(1h,3h)-dione